C12CN(CC2C1)C1=CC=CC=N1 6-{3-Azabicyclo[3.1.0]hexan-3-yl}pyridin